3-(2-((tert-Butyldimethylsilanyloxy)ethyl)-2-(3-(methoxymethoxy)-2,6-dimethylpyridin-4-yl)-1H-indol-5-yl)piperidine-1-carboxylic acid tert-butyl ester C(C)(C)(C)OC(=O)N1CC(CCC1)C=1C=C2CC(NC2=CC1)(C1=C(C(=NC(=C1)C)C)OCOC)CCO[Si](C)(C)C(C)(C)C